BrC1=CC=C(C(=N1)N1C[C@H](O[C@H](C1)C)C)F (2R,6S)-4-(6-bromo-3-fluoropyridin-2-yl)-2,6-dimethylmorpholine